ClC1=NC=C(C(=N1)NCC(C)(C)C)C1=CC(=C(C(=O)NC2CC2)C=C1)C 4-(2-chloro-4-(neopentylamino)pyrimidin-5-yl)-N-cyclopropyl-2-methylbenzamide